C(CC)[Si](C1=CC=C(C=C1)C(=C)C1=CC=C(C=C1)[Si](OCC)(CCC)CCC)(OCC)CCC 1,1-bis(4-(dipropylethoxysilyl)phenyl)ethylene